BrC1=CC=C(CN2CCC(CC2)NC2=NC(=NC=C2)C#N)C=C1 4-((1-(4-bromobenzyl)piperidin-4-yl)amino)pyrimidine-2-carbonitrile